2-((7-acetyl-5-fluoro-2-methyl-2,3-dihydrobenzofuran-2-yl)methyl)isoindoline-1,3-dione C(C)(=O)C1=CC(=CC=2CC(OC21)(C)CN2C(C1=CC=CC=C1C2=O)=O)F